COC(CCC(=O)C=1SC(=CC1)C)=O 4-(5-Methylthiophen-2-yl)-4-oxobutanoic acid methyl ester